S1C(=NC2=C1C=CS2)N thieno[2,3-d][1,3]thiazol-2-amine